3,5-dihydroxy-7-methoxy-2-(3,4,5-trihydroxy-phenyl)chroman-4-one OC1C(OC2=CC(=CC(=C2C1=O)O)OC)C1=CC(=C(C(=C1)O)O)O